4-Ethyl-7-methyl-hexadecan-4-ol C(C)C(CCC)(CCC(CCCCCCCCC)C)O